COC=1C=C2C(=CC=NC2=CC1OC)OC1=CC=C(C=C1)NC(=O)C1=NC=CN(C1=O)C1=CC=CC=C1 N-[4-(6,7-dimethoxyquinolin-4-yloxy)phenyl]-3-oxo-4-phenyl-3,4-dihydropyrazine-2-carboxamide